OC1=C2C=CC(OC2=CC(=C1C(=O)NC=1SC(=CN1)C)CCCCC)(CCC=C(C)C)C 5-hydroxy-2-methyl-2-(4-methylpent-3-en-1-yl)-N-(5-methylthiazol-2-yl)-7-pentyl-2H-chromen-6-carboxamide